8-(hydroxymethyl)isoquinoline-5-carbaldehyde OCC1=CC=C(C=2C=CN=CC12)C=O